ClC1=C(C=C(C=C1C)O)C 4-CHLORO-3,5-DIMETHYLPHENOL